[Cl-].[NH4+].[Zn] zinc ammonium chloride salt